5-Nitro-3-trifluoromethylpyridine-2-thiol [N+](=O)([O-])C=1C=C(C(=NC1)S)C(F)(F)F